Ethyl-4-methoxy-3-methylbenzo[b]thiophene-6-carboxylate C(C)OC(=O)C=1C=C(C2=C(SC=C2C)C1)OC